3-(4-(1H-pyrazol-4-yl)phenyl)-1-(3-methoxybenzyl)-8-oxa-1,3-diazaspiro[4.5]decan-2-one N1N=CC(=C1)C1=CC=C(C=C1)N1C(N(C2(C1)CCOCC2)CC2=CC(=CC=C2)OC)=O